4-(6-((4-(2-Hydroxypropan-2-yl)-6-(5-(trifluoromethyl)thiazol-2-yl)pyridin-2-yl)amino)-3-(methyl-d3)-2-oxo-2,3-dihydro-1H-imidazo[4,5-c]pyridin-1-yl)bicyclo[2.2.1]heptane-1-carboxamide OC(C)(C)C1=CC(=NC(=C1)C=1SC(=CN1)C(F)(F)F)NC1=CC2=C(C=N1)N(C(N2C21CCC(CC2)(C1)C(=O)N)=O)C([2H])([2H])[2H]